ClC=1C(=NC=C(C1)Cl)C(F)(F)F 3,5-dichloro-2-(trifluoro-methyl)pyridine